ClC1=CC=C(C=C1)N1C(=O)C2=C(CCCC2)C1=O N-(4-chlorophenyl)-1-cyclohexene-1,2-dicarboximide